1,11-dodecanediol C(CCCCCCCCCC(C)O)O